FC(CNC(=O)C1=CN=C2N1C=C(C=C2)C2=CNC1=NC(=CC=C12)OC)F N-(2,2-difluoroethyl)-6-(6-methoxy-1H-pyrrolo[2,3-b]pyridin-3-yl)imidazo[1,2-a]pyridine-3-carboxamide